2-[[(2S)-3-[1-[(2,4-Dimethoxyphenyl)methyl]tetrazol-5-yl]-2-[[2,2-dimethyl-3-oxo-3-[2-(3-tritylimidazol-4-yl)ethylamino]propanoyl]amino]propanoyl]amino]Acetic Acid COC1=C(C=CC(=C1)OC)CN1N=NN=C1C[C@@H](C(=O)NCC(=O)O)NC(C(C(NCCC=1N(C=NC1)C(C1=CC=CC=C1)(C1=CC=CC=C1)C1=CC=CC=C1)=O)(C)C)=O